(3-chlorophenyl){(4E)-4-[3-(6-methoxypyridin-3-yl)prop-2-yn-1-ylidene]-3,3-dimethylpiperidin-1-yl}methanone ClC=1C=C(C=CC1)C(=O)N1CC(/C(/CC1)=C/C#CC=1C=NC(=CC1)OC)(C)C